(2R)-2-(5-fluoro-2-methoxypyridin-3-yl)-4-hydroxypyrrolidine-1-carboxylic acid tert-butyl ester C(C)(C)(C)OC(=O)N1[C@H](CC(C1)O)C=1C(=NC=C(C1)F)OC